4,6-dihydro-1H-pyrrolo[3,4-c]Pyrazole-5-carboxylic acid tert-butyl ester C(C)(C)(C)OC(=O)N1CC=2NN=CC2C1